(6R)-6-{[7-(ethanesulfonyl)-2-(4-methoxyphenyl)[1,2,4]triazolo[1,5-c]quinazolin-5-yl]amino}-1,4-diazepan-5-one C(C)S(=O)(=O)C1=CC=CC=2C=3N(C(=NC12)N[C@H]1C(NCCNC1)=O)N=C(N3)C3=CC=C(C=C3)OC